(3R)-3-(5-(2,6-dimethylphenyl)pyridin-3-yl)-3-(4-methyl-2-(4-methyl-2-oxopyridin-1(2H)-yl)pentanamido)propanoic acid CC1=C(C(=CC=C1)C)C=1C=C(C=NC1)[C@@H](CC(=O)O)NC(C(CC(C)C)N1C(C=C(C=C1)C)=O)=O